(R)-3,5-bis(trifluoromethyl)phenylethanol FC(C=1C=C(C=C(C1)C(F)(F)F)[C@@H](C)O)(F)F